4-methoxy-2-((3-(trifluoromethyl)benzyl)amino)quinoline-7-carboxylic acid COC1=CC(=NC2=CC(=CC=C12)C(=O)O)NCC1=CC(=CC=C1)C(F)(F)F